[Sb]=[Te].[In] indium antimony telluride